4-[4-(6-hydroxy-4-oxo-quinazolin-3-yl)phenyl]piperazine-1-carbaldehyde OC=1C=C2C(N(C=NC2=CC1)C1=CC=C(C=C1)N1CCN(CC1)C=O)=O